4-(3-(3-((cyclopropylamino)methyl)azetidine-1-carbonyl)-4-fluorobenzyl)phthalazin-1(2H)-one hydrochloride Cl.C1(CC1)NCC1CN(C1)C(=O)C=1C=C(CC2=NNC(C3=CC=CC=C23)=O)C=CC1F